B(C1=CC(=C(C=C1)OC)C(=O)O)(O)O 2-chloro-p-phenylenediamine